Phenyl ((2-((S)-1-(2,3-difluorobenzyl)-5-oxopyrrolidin-2-yl)acetyl)-L-valyl)sulfamate FC1=C(CN2[C@@H](CCC2=O)CC(=O)N[C@@H](C(C)C)C(=O)NS(OC2=CC=CC=C2)(=O)=O)C=CC=C1F